C1(CC1)C(=O)NC1=CC(=CNN1C([2H])([2H])[2H])NC1=C(C(=CC=C1)C1=NN(C=N1)C)OC 6-(cyclopropanecarboxamido)-4-((2-methoxy-3-(1-methyl-1H-1,2,4-triazol-3-yl)phenyl)amino)-N-(methyl-d3)Pyridazine